5-(2-methoxyethyl)-2,3,3a,4,6,6a-hexahydro-1H-pyrrolo[2,3-c]pyrrole COCCN1CC2C(C1)CCN2